2-cyclopropyl-N-{2-[(4-methoxyphenyl)methyl]-3-oxo-2,3-dihydro-1H-isoindol-4-yl}pyrimidine-5-carboxamide C1(CC1)C1=NC=C(C=N1)C(=O)NC1=C2C(N(CC2=CC=C1)CC1=CC=C(C=C1)OC)=O